(R)-4-((1-(3-(difluoromethyl)-2-fluorophenyl)ethyl)amino)-2-methoxy-8-methyl-6-(1-methylcyclopropyl)pyrido[4,3-d]pyrimidin-7(6H)-one FC(C=1C(=C(C=CC1)[C@@H](C)NC=1C=2C(N=C(N1)OC)=C(C(N(C2)C2(CC2)C)=O)C)F)F